3-((4-((4-(2-((S)-4-(4-chlorophenyl)-2,3,9-trimethyl-6H-thieno[3,2-f][1,2,4]triazolo[4,3-a][1,4]diazepin-6-yl)acetyl)piperazin-1-yl)methyl)phenyl)amino)piperidine-2,6-dione ClC1=CC=C(C=C1)C1=N[C@H](C=2N(C3=C1C(=C(S3)C)C)C(=NN2)C)CC(=O)N2CCN(CC2)CC2=CC=C(C=C2)NC2C(NC(CC2)=O)=O